3-phenyl-8-azabicyclo[3.2.1]octane-2-ene-8-carboxylic acid tert-butyl ester C(C)(C)(C)OC(=O)N1C2C=C(CC1CC2)C2=CC=CC=C2